N1N=NC(=C1)N1CNCC=C1 1,2,3-triazolyl-tetrahydropyrimidine